3-tert-butyl-6-(4-methoxybenzyl)-8-(morpholin-4-yl)imidazo[1,2-c]pyrido[2,3-e]pyrimidine-2,5(3H,6H)-dione C(C)(C)(C)C1C(N=C2N1C(N(C1=C2N=CC(=C1)N1CCOCC1)CC1=CC=C(C=C1)OC)=O)=O